C(C)N(C(S)=S)CC.C(CC)#N propionitrile N,N-diethyldithiocarbamate